[Li+].C(C1=CC=CC=C1)(C1=CC=CC=C1)NC1COC(OC1)C(=O)[O-] 5-(benzhydrylamino)-1,3-dioxan-2-carboxylic acid lithium salt